6,7-difluoro-2-methyl-10-oxo-4-oxa-1-azatricyclo[7.3.1.05,13]tridecane-5(13),6,8-triene-11-carbaldehyde FC=1C=2OCC(N3CC(C(C(=CC1F)C32)=O)C=O)C